3-bromo-N-(4-methoxybenzyl)-6-(trifluoromethyl)imidazo[1,2-a]pyrazin-8-amine BrC1=CN=C2N1C=C(N=C2NCC2=CC=C(C=C2)OC)C(F)(F)F